Cl\C(\C(=O)OCC)=C/C1=NC=CC=C1 ethyl (Z)-2-chloro-3-(pyridin-2-yl)acrylate